δ-Undecanolactone C1(CCC(CCCCCCC)O1)=O